1,2-dimethoxycyclopentane COC1C(CCC1)OC